ClC1=CC=C2C(NC(N(C2=C1)C1=CC(=CC=C1)O)=O)=O 7-chloro-1-(3-hydroxyphenyl)quinazoline-2,4(1H,3H)-dione